(R)-1-(2-chlorophenyl)ethyl (5-(4-(2,2-difluoro-3-(1H-tetrazol-5-yl)cyclopropane-1-carboxamido)phenyl)-3-methylisoxazol-4-yl)carbamate FC1(C(C1C1=NN=NN1)C(=O)NC1=CC=C(C=C1)C1=C(C(=NO1)C)NC(O[C@H](C)C1=C(C=CC=C1)Cl)=O)F